C(CC)N([C@@H]1CC=2C=CC=C(C2CC1)O)CCC=1SC=CC1 (6S)-6-[propyl-[2-(2-thienyl)ethyl]amino]-5,6,7,8-tetrahydro-1-naphthol